FC1(CCC(CC1)CC(C(=O)O)NC)F 3-(4,4-difluorocyclohexyl)-2-(methylamino)propionic acid